2-fluoro-4-methyl-5-(trifluoromethoxy)aniline FC1=C(N)C=C(C(=C1)C)OC(F)(F)F